5,5-bis(hydroxymethyl)-1,3-dioxan-2-one OCC1(COC(OC1)=O)CO